N-(3-chlorophenyl)-5-(4-fluorophenyl)-5-hydroxy-octahydrocyclopenta[c]pyrrole-2-carboxamide ClC=1C=C(C=CC1)NC(=O)N1CC2C(C1)CC(C2)(O)C2=CC=C(C=C2)F